IC=1C=NNC1C 4-iodo-5-methyl-1H-pyrazole